4-{(S)-2-[(R)-2-(tert-Butoxycarbonylamino)-3-phenylpropionylamino]-2-(4-ethylthiazol-2-yl)ethyl}phenyl-sulfamic acid C(C)(C)(C)OC(=O)N[C@@H](C(=O)N[C@@H](CC1=CC=C(C=C1)NS(O)(=O)=O)C=1SC=C(N1)CC)CC1=CC=CC=C1